diethylaluminum monomethoxide C[O-].C(C)[Al+]CC